ClC1=NC=2N([C@H](C(NC2C(=N1)C)=O)C(C)(C)O)C (7S)-2-chloro-7-(2-hydroxy-propan-2-yl)-4,8-dimethyl-7,8-dihydropteridin-6(5H)-one